N8-methyl-5-(6-morpholino-[1,2,4]triazolo[1,5-a]pyridin-2-yl)pyrido[3,4-c]pyridazine-3,8-diamine CNC1=NC=C(C2=C1N=NC(=C2)N)C2=NN1C(C=CC(=C1)N1CCOCC1)=N2